2-ethylhexylamine C(C)C(CN)CCCC